(R)-N-(4-cyano-3-(trifluoromethyl)phenyl)-3-((4-ethoxy-3-(1-methyl-7-oxo-3-propyl-6,7-dihydro-1H-pyrazolo[4,3-d]pyrimidin-5-yl)phenyl)sulfonyl)-2-hydroxy-2-methylpropanamide C(#N)C1=C(C=C(C=C1)NC([C@@](CS(=O)(=O)C1=CC(=C(C=C1)OCC)C=1NC(C2=C(N1)C(=NN2C)CCC)=O)(C)O)=O)C(F)(F)F